CC1CC(CC(C1)C)N1N=CC=2C1=NC(=NC2NC(=O)C=2SC(=CC2)[N+](=O)[O-])C=2C=NC(=CC2)F N-(1-(3,5-dimethylcyclohexyl)-6-(6-fluoropyridin-3-yl)-1H-pyrazolo[3,4-d]pyrimidin-4-yl)-5-nitrothiophene-2-carboxamide